C1(CC1)C=1C=CC(=C(C1)N(S(=O)(=O)CC)C)[N+](=O)[O-] N-(5-cyclopropyl-2-nitrophenyl)-N-methylethylsulfonamide